bis(4-fluorophenyl)(morpholino)phosphine FC1=CC=C(C=C1)P(N1CCOCC1)C1=CC=C(C=C1)F